(6R,8aS)-6-[8-amino-5-fluoro-1-(4-{(1R)-1-hydroxy-1-[3-(trifluoromethyl)phenyl]ethyl}phenyl)imidazo[1,5-a]pyrazin-3-yl]-2,2-dimethylhexahydroindolizin-3(2H)-one NC=1C=2N(C(=CN1)F)C(=NC2C2=CC=C(C=C2)[C@](C)(C2=CC(=CC=C2)C(F)(F)F)O)[C@H]2CN1C(C(C[C@@H]1CC2)(C)C)=O